NC=1C(NC2=CC(=C(N=C2C1C1=C2C=NNC2=C(C=C1)F)OCC(F)F)C)=O 3-Amino-6-(2,2-difluoroethoxy)-4-(7-fluoro-1H-indazol-4-yl)-7-methyl-1H-1,5-naphthyridin-2-one